C1(CC1)C=1C=CC=2N(C(C(=C(N2)C(F)(F)F)C=2C=NC(=NC2)OCC(F)(F)F)=O)C1 7-cyclopropyl-3-[2-(2,2,2-trifluoroethoxy)pyrimidin-5-yl]-2-(trifluoromethyl)-4H-pyrido[1,2-a]pyrimidin-4-one